N-(4-cyclopentylphenyl)-5-nitro-2-{[1-(2,2,2-trifluoroethyl)-1H-1,2,3,4-tetrazol-5-yl]sulfanyl}benzamide C1(CCCC1)C1=CC=C(C=C1)NC(C1=C(C=CC(=C1)[N+](=O)[O-])SC1=NN=NN1CC(F)(F)F)=O